4-(4-(4-aminopiperidin-1-yl)-7-(3-hydroxy-4-methylphenyl)furo[3,2-c]pyridine-6-yl)-2-fluorobenzonitrile hydrochloride Cl.NC1CCN(CC1)C1=NC(=C(C2=C1C=CO2)C2=CC(=C(C=C2)C)O)C2=CC(=C(C#N)C=C2)F